C1(CC2C(CC1)O2)CC[SiH2]C(OC)OC β-(3,4-epoxycyclohexyl)ethyldimethoxymethylsilane